2,2-difluoro-3'-(5-fluoro-1-(tetrahydro-2H-pyran-2-yl)-1H-pyrazolo[3,4-b]pyridin-4-yl)-2'-(5-fluoropyridin-2-yl)-5',7'-dihydro-4'H-spiro[cyclopropane-1,6'-pyrazolo[1,5-a]pyridine] FC1(CC12CCC=1N(C2)N=C(C1C1=C2C(=NC=C1F)N(N=C2)C2OCCCC2)C2=NC=C(C=C2)F)F